tert-butyl (2S,4S)-4-(7-bromo-6-fluoro-8-methyl-4-(methylsulfinyl)-1H-pyrazolo[4,3-c]quinolin-1-yl)-2-(cyanomethyl)piperidine-1-carboxylate BrC=1C(=CC=2C3=C(C(=NC2C1F)S(=O)C)C=NN3[C@@H]3C[C@H](N(CC3)C(=O)OC(C)(C)C)CC#N)C